tert-Butyl 4-(4-ethynylbenzoyl)piperazine-1-carboxylate C(#C)C1=CC=C(C(=O)N2CCN(CC2)C(=O)OC(C)(C)C)C=C1